ClC=1C=C2C(C(=CN(C2=CC1N1[C@H](CCC1)COC1=NC=CC=C1Cl)C=1N(C=CN1)C)C(=O)O)=O (R)-6-chloro-7-(2-(((3-chloropyridin-2-yl)oxy)methyl)pyrrolidin-1-yl)-1-(1-methyl-1H-imidazol-2-yl)-4-oxo-1,4-dihydroquinoline-3-carboxylic acid